N-(4-([1,2,4]triazolo[1,5-a]pyridin-7-yloxy)-3-methylphenyl)-6-(piperidin-3-yl)pyrido[3,2-d]pyrimidin-4-amine N=1C=NN2C1C=C(C=C2)OC2=C(C=C(C=C2)NC=2C1=C(N=CN2)C=CC(=N1)C1CNCCC1)C